(4-fluoro-2-(2H-1,2,3-triazol-2-yl)phenyl)((1S,4S,6R)-6-((5-(trifluoromethyl)pyrimidin-2-yl)amino)-2-azabicyclo[2.2.1]heptan-2-yl)methanone FC1=CC(=C(C=C1)C(=O)N1[C@@H]2[C@@H](C[C@H](C1)C2)NC2=NC=C(C=N2)C(F)(F)F)N2N=CC=N2